4-[2-(5-Fluoro-2-pyridinyl)-2-oxo-ethoxy]-6-[5-methyl-1-[1-(oxetan-3-yl)-4-piperidinyl]triazol-4-yl]pyrazolo[1,5-a]pyridine-3-carbonitrile FC=1C=CC(=NC1)C(COC=1C=2N(C=C(C1)C=1N=NN(C1C)C1CCN(CC1)C1COC1)N=CC2C#N)=O